C(C)(C)(C)OC(=O)N1CC2=CC=C(C=C2C(C1)(F)F)CCl 6-(chloromethyl)-4,4-difluoro-1,3-dihydroisoquinoline-2-carboxylic acid tert-butyl ester